C(C=CC1=CC=CC=C1)(=O)OCCCCOC1=C(C=C(C=C1)C1=NN=C(S1)C=1C=NC=C(C1)F)Cl 5-(4-(4-cinnamoyloxybutoxy)-3-chlorophenyl)-2-(5-fluoro-3-pyridyl)-1,3,4-thiadiazole